6-(1,1-difluoro-2-hydroxyethyl)-2-(3-(3-((4-methyl-4H-1,2,4-triazol-3-yl)methyl)oxetan-3-yl)phenyl)-4-(trifluoromethyl)isoindolin-1-one FC(CO)(F)C1=CC(=C2CN(C(C2=C1)=O)C1=CC(=CC=C1)C1(COC1)CC1=NN=CN1C)C(F)(F)F